C(C)(C)(C)OC(=O)C1=CC=C2C(OC3(C4=CC=C(C=C4OC=4C=C(C=CC34)OS(=O)(=O)C(F)(F)F)OS(=O)(=O)C(F)(F)F)C2=C1)=O.CN1N=C(C=C1C1=CC=C(C=C1)C)OC(F)(F)F 1-methyl-5-(p-tolyl)-3-(trifluoromethoxy)pyrazole tert-butyl-3-oxo-3',6'-bis(((trifluoromethyl)sulfonyl)oxy)-3H-spiro[isobenzofuran-1,9'-xanthene]-6-carboxylate